(R)-2-pyrrolidone-5-carboxylic acid N1C(CC[C@@H]1C(=O)O)=O